NC1=NC(=C(C=2N1C(N(N2)CC2=NC=C(C=C2)F)=O)C2=CC(=NC(=C2)C)CO)C2=CC=CC=C2 5-amino-2-[(5-fluoro-2-pyridyl)methyl]-8-[2-(hydroxymethyl)-6-methyl-4-pyridyl]-7-phenyl-[1,2,4]triazolo[4,3-c]pyrimidin-3-one